FC1(CCC(CC1)[C@@H](C=1N=C2N(N=CC(=C2)C(COC)=O)C1)NC(OC(C)(C)C)=O)F tert-Butyl (S)-((4,4-difluorocyclohexyl)(7-(2-methoxyacetyl)imidazo[1,2-b]pyridazin-2-yl)methyl)carbamate